5-(2,5-dimethyl-1,2,3,4-tetrahydroisoquinolin-7-yl)-3-(1-ethyl-1H-pyrazol-4-yloxy)pyrazin-2-amine CN1CC2=CC(=CC(=C2CC1)C)C=1N=C(C(=NC1)N)OC=1C=NN(C1)CC